C(C)N1CC(OC2(C1)CCN(CC2)CCC2=NC=CC=C2F)(C)C 4-Ethyl-9-(2-(3-fluoropyridin-2-yl)ethyl)-2,2-dimethyl-1-oxa-4,9-diazaspiro[5.5]undecan